4-(8-(4-(2-(2-Aminopyridin-3-yl)-5-morpholino-3H-imidazo[4,5-b]pyridin-3-yl)benzyl)-3,8-diazabicyclo[3.2.1]octan-3-yl)-1,3,5-triazine-2-carbonitrile NC1=NC=CC=C1C1=NC=2C(=NC(=CC2)N2CCOCC2)N1C1=CC=C(CN2C3CN(CC2CC3)C3=NC(=NC=N3)C#N)C=C1